C(#N)C1CN(C1)C(=O)OCCCC butyl 3-cyanoazetidine-1-carboxylate